C1(=CC=CC=C1)CC(=O)[N-]CCCCCCCCCCCCCCCCCC phenylacetyl-octadecyl-amide